2-(1,3-benzodioxol-5-yl)-4,4,5,5-tetramethyl-1,3,2-dioxaborolane O1COC2=C1C=CC(=C2)B2OC(C(O2)(C)C)(C)C